N=1C=CN2C1CC(CC2)COC2=CC=C(C=N2)CN (6-((5,6,7,8-tetrahydroimidazo[1,2-a]pyridin-7-yl)methoxy)pyridin-3-yl)methanamine